ClC=1C=NN(C1C1=NC=C(C(=N1)NCC1=CC=C(C=C1)C1=NC=CC=C1)OC)C(C)C 2-(4-Chloro-1-isopropyl-1H-pyrazol-5-yl)-5-methoxy-N-(4-(pyridin-2-yl)benzyl)pyrimidin-4-amine